Cl.CN(C(=O)C=1C=NN2C1CNCC2)C2(CC2)C2=CC=NC=C2 N-methyl-N-(1-(pyridin-4-yl)cyclopropyl)-4,5,6,7-tetrahydropyrazolo[1,5-a]pyrazine-3-carboxamide hydrochloride